6-chloro-5-methoxy-2-morpholino-N-(p-tolyl)pyrimidin-4-amine ClC1=C(C(=NC(=N1)N1CCOCC1)NC1=CC=C(C=C1)C)OC